[4-(5-Azaspiro[2.5]oct-5-yl)piperidin-1-yl]-N-[(3,5-difluoropyridin-2-yl)methyl]-1,3-thiazole-5-carboxamide C1CC12CN(CCC2)C2CCN(CC2)C=2SC(=CN2)C(=O)NCC2=NC=C(C=C2F)F